OC1=NC=CC=C1C=1CCN(C(C1)=O)CC1=NC2=C(N1C[C@H]1OCC1)C=C(C=C2)C(=O)OC methyl (S)-2-((2-hydroxy-6'-oxo-3',6'-dihydro-[3,4'-bipyridin]-1'(2'H)-yl) methyl)-1-(oxetan-2-ylmethyl)-1H-benzo[d]imidazole-6-carboxylate